CN1CCN(CCC1)C=1C=CC(=NC1)N 5-(4-methyl-1,4-diazacycloheptan-1-yl)pyridin-2-amine